FC(CN)=C 2-fluoroprop-2-en-1-amine